methyl 2-benzyl-7-oxo-2-azaspiro[4.5]decane-1-carboxylate C(C1=CC=CC=C1)N1C(C2(CC1)CC(CCC2)=O)C(=O)OC